5-[6-(2-deuterio-6-methyl-quinazolin-4-yl)-7,8-dihydro-5H-1,6-naphthyridin-3-yl]-2-methyl-thiazole [2H]C1=NC2=CC=C(C=C2C(=N1)N1CC=2C=C(C=NC2CC1)C1=CN=C(S1)C)C